N1-(2-(dimethylamino)ethyl)-N4-(4-(1,5'-dimethylspiro[azetidine-3,3'-pyrrolo[3,2-b]pyridin]-1'(2'H)-yl)pyrimidin-2-yl)-5-methoxy-N1-methylbenzene-1,2,4-triamine CN(CCN(C=1C(=CC(=C(C1)OC)NC1=NC=CC(=N1)N1CC2(C3=NC(=CC=C31)C)CN(C2)C)N)C)C